5,6-di-chloro-2-pyridin-4-yl-3H-pyrimidin-4-one ClC=1C(NC(=NC1Cl)C1=CC=NC=C1)=O